OCC1=CC=C(C=N1)C(=O)N 6-hydroxymethyl-3-pyridine-carboxamide